N-(2-chloro-4-(trifluoromethyl)phenyl)-2-(6-ethyl-7-(4-(5-hydroxy-6-methylpyrimidine-4-carbonyl)piperazin-1-yl)-8-oxo-2-(prop-1-yn-1-yl)pyrido[2,3-b]pyrazin-5(8H)-yl)acetamide ClC1=C(C=CC(=C1)C(F)(F)F)NC(CN1C(=C(C(C=2C1=NC=C(N2)C#CC)=O)N2CCN(CC2)C(=O)C2=NC=NC(=C2O)C)CC)=O